1-(6-aminopyridin-2-yl)ethan-1-one tert-butyl-(5-(3,5-dichlorophenyl)-1-(dimethylamino)naphthalen-2-yl)-carbamate C(C)(C)(C)N(C(O)=O)C1=C(C2=CC=CC(=C2C=C1)C1=CC(=CC(=C1)Cl)Cl)N(C)C.NC1=CC=CC(=N1)C(C)=O